C(C)(C)(C)OC(=O)N1C[C@@H]([C@H](C1)F)OC=1C=CC(=NC1)C(=O)OC methyl 5-{[(3S,4S)-1-(tert-butoxycarbonyl)-4-fluoropyrrolidin-3-yl]oxy}pyridine-2-carboxylate